1-ethyl-3-(2-hydroxyethyl)pyridinium C(C)[N+]1=CC(=CC=C1)CCO